1-(3-(2-aminoethoxy)phenyl)-3-(2-(2-tert-butylphenoxy)pyridin-3-yl)urea NCCOC=1C=C(C=CC1)NC(=O)NC=1C(=NC=CC1)OC1=C(C=CC=C1)C(C)(C)C